N1=C(C=CC=C1)[C@H]1N(OCC1)C(=O)[C@@H]1CC[C@H](CC1)CN1N=CC2=CC=C(C=C12)C(=O)N trans-1-[[4-[(3S)-3-(2-pyridyl)isoxazolidine-2-carbonyl]cyclohexyl]methyl]indazole-6-carboxamide